(R)-N-(6-cyano-1-(4-fluorophenyl)-1H-benzo[d]imidazol-2-yl)-3-hydroxy-3-phenylbutanamide C(#N)C=1C=CC2=C(N(C(=N2)NC(C[C@](C)(C2=CC=CC=C2)O)=O)C2=CC=C(C=C2)F)C1